OC=1C=CC2=C(C1)C1=C(C(NCCS1)=O)S2 9-hydroxy-3,4-dihydro-2H-[1]benzothiolo[2,3-f][1,4]thiazepin-5-one